CN1C(C2=C(C=C1)C(=CN2S(=O)(=O)C2=CC=C(C)C=C2)B2OC(C(O2)(C)C)(C)C)=O 6-methyl-3-(4,4,5,5-tetramethyl-1,3,2-dioxaborolan-2-yl)-1-tosyl-1,6-dihydro-7H-pyrrolo[2,3-c]pyridin-7-one